2-Amino-7-fluoro-4-(5-fluoro-3-((R)-3-((R)-3-hydroxypiperidin-1-yl)pyrrolidin-1-yl)-7,9-dihydrofuro[3,4-f]quinazolin-6-yl)thieno[3,2-c]pyridine-3-carbonitrile NC1=C(C=2C(=NC=C(C2S1)F)C=1C2=C(C=3C=NC(=NC3C1F)N1C[C@@H](CC1)N1C[C@@H](CCC1)O)COC2)C#N